6-(6-(cyclobutylmethyl)-1H-pyrrolo[2,3-b]pyridin-3-yl)-4-fluoro-2-methyl-1-(1-methylpiperidin-4-yl)-1H-benzo[d]imidazole C1(CCC1)CC1=CC=C2C(=N1)NC=C2C=2C=C(C1=C(N(C(=N1)C)C1CCN(CC1)C)C2)F